cyclopropyl-propylene glycol butyl ether C(CCC)OC(C(C)O)C1CC1